4-acetoxy-2-(triethylsiloxy)styryl-1,3-benzenediol acetate C(C)(=O)OC1=C(C(=CC=C1)O)C=CC1=C(C=C(C=C1)OC(C)=O)O[Si](CC)(CC)CC